[C@H]12COC[C@H](CC1)N2C2=CC1=C(N(C(=N1)OC)C(=O)NCCCC1=CC=CC=C1)C=C2 5-((1R,5S)-3-oxa-8-azabicyclo[3.2.1]octan-8-yl)-2-methoxy-N-(3-phenylpropyl)-1H-benzo[d]imidazole-1-carboxamide